The molecule is a naphthol carrying a hydroxy group at position 2. It has a role as an antinematodal drug, a genotoxin, a human xenobiotic metabolite and a mouse metabolite. C1=CC=C2C=C(C=CC2=C1)O